N1=CC(=CC=C1)CCC1=CC(=CN=N1)\C=N/O (Z)-6-(2-(pyridin-3-yl)ethyl)pyridazine-4-carbaldehyde oxime